(E)-diphenyl-(styryl)phosphine oxide C1(=CC=CC=C1)P(\C=C\C1=CC=CC=C1)(C1=CC=CC=C1)=O